5'-Bromo-2,2-dimethyl-1',2'-dihydrospiro[cyclopropane-1,3'-pyrrolo[2,3-b]pyridine] BrC=1C=C2C(=NC1)NCC21C(C1)(C)C